benzoxazole lithium salt [Li].O1C=NC2=C1C=CC=C2